(3aR,5s,6aS)-N-{2-chloro-6-[4-(propan-2-yl)piperazin-1-yl]phenyl}-5-(5-cyclopropyl-1,2,4-Oxadiazol-3-yl)hexahydrocyclopenta[c]pyrrole-2(1H)-carboxamide ClC1=C(C(=CC=C1)N1CCN(CC1)C(C)C)NC(=O)N1C[C@@H]2[C@H](C1)CC(C2)C2=NOC(=N2)C2CC2